[Si](C1=CC=CC=C1)(C1=CC=CC=C1)(C(C)(C)C)OCC(O)C=1C(=NC=NC1)C 5-(2-((tert-butyldiphenylsilyl)oxy)-1-hydroxyethyl)-4-methylpyrimidine